B([O-])([O-])[O-].[Sm+3] Samarium borate